NCC(=O)NCN1C(C(CCC1=O)N1C(C2=CC=C(C=C2C1)CNC(NC1=CC(=C(C=C1)C)Cl)=O)=O)=O 2-amino-N-({3-[5-({[(3-chloro-4-methylphenyl)carbamoyl]amino}methyl)-1-oxo-3H-isoindol-2-yl]-2,6-dioxopiperidin-1-yl}methyl)acetamide